C(C)(C)(C)OC(=O)N1CCC(CC1)N(CC)C1=NC=C(C(=N1)OCC)C(NC1=CC2=CN(N=C2C=C1)C)=O 4-((4-ethoxy-5-((2-methyl-2H-indazol-5-yl)carbamoyl)pyrimidin-2-yl)(ethyl)amino)piperidine-1-carboxylic acid tert-butyl ester